(S)-2-(3-((2-oxopyrrolidin-1-yl)methyl)bicyclo[1.1.1]pentan-1-yl)hexahydroimidazo[1,5-a]Pyrazin-3(2H)-one O=C1N(CCC1)CC12CC(C1)(C2)N2C(N1[C@@H](CNCC1)C2)=O